ethyl (1S,3S,4S)-4-[2-(4-chloro-3-fluorophenoxy)acetamido]-3-hydroxycyclohexane-1-carboxylate ClC1=C(C=C(OCC(=O)N[C@@H]2[C@H](C[C@H](CC2)C(=O)OCC)O)C=C1)F